2,2-difluoro-4-(1-methoxyisopropoxy)-7-(trifluoromethylthio)-2,3-dihydro-1H-inden-1-one FC1(C(C2=C(C=CC(=C2C1)OC(C)(C)OC)SC(F)(F)F)=O)F